OC1=C(C=CC=C1)NC1=NC(=CC(=N1)C(=O)N1CC2=CC=CC=C2C1)NC(C)(CC(C)(C)C)C (2-((2-Hydroxyphenyl)amino)-6-((2,4,4-trimethylpentan-2-yl)amino)pyrimidin-4-yl)(isoindolin-2-yl)methanone